Manganous Chloride [Cl-].[Mn+2].[Cl-]